CC(C)S isopropylthiol